6-chloro-2-(chloromethyl)imidazo[1,2-b]Pyridazine ClC=1C=CC=2N(N1)C=C(N2)CCl